O=C1NC2=CC=CC=C2C=C1CC1=CC2=C(N=CO2)C=C1 6-((2-oxo-1,2-dihydroquinolin-3-yl)methyl)benzo[d]oxazol